COC=1C2=C(C=NC1)OC1(C2(C(C(C1C1=CC=CC=C1)CN1CCOCC1)O)O)C1=CC=C(C=C1)C(F)(F)F 4-methoxy-6-(morpholinomethyl)-7-phenyl-7a-(4-(trifluoromethyl)phenyl)-5,6,7,7a-tetrahydro-4bH-cyclopenta[4,5]furo[2,3-c]pyridine-4b,5-diol